4-((5-azaspiro[2.4]heptan-5-yl)methyl)-6-cyclopropylpyridinamide C1CC12CN(CC2)CC2=CC(=NC(=C2)C2CC2)C(=O)N